ClC1=NC=C(C(=C1)C1=CC=NN1COCC[Si](C)(C)C)F 5-(2-chloro-5-fluoropyridin-4-yl)-1-{[2-(trimethylsilyl)ethoxy]methyl}pyrazole